NC=1C=C(C(=NC1)S(=O)(=O)NC=1SC(=C(N1)C1=CC(=C(C=C1)F)Cl)CC1CC1)C 5-amino-N-(4-(3-chloro-4-fluorophenyl)-5-(cyclopropylmethyl)thiazol-2-yl)-3-methylpyridine-2-sulfonamide